methyl 2-[6-(6-bromo-3-fluoropyridin-2-yl)-6-azaspiro[2.5]oct-1-yl]-1-[(2S)-oxetan-2-ylmethyl]-1H-benzimidazole-6-carboxylate BrC1=CC=C(C(=N1)N1CCC2(CC2C2=NC3=C(N2C[C@H]2OCC2)C=C(C=C3)C(=O)OC)CC1)F